O=C(CCCCCCNC1=CC=C(C=C1)N1C(NC(CC1)=O)=O)N1CCCCC1 1-(4-((7-oxo-7-(piperidin-1-yl)heptyl)amino)phenyl)dihydropyrimidine-2,4(1H,3H)-dione